8-bromo-2-(4,4-dimethyl-1-piperidyl)-3,6-dimethyl-chromen-4-one BrC=1C=C(C=C2C(C(=C(OC12)N1CCC(CC1)(C)C)C)=O)C